OC=C1C(CC(CC1=O)C1=C(C=CC=C1Cl)Cl)=O 2-(hydroxymethylene)-5-(2,6-dichlorophenyl)cyclohexane-1,3-dione